rac-(1R*,2R*)-5'-chloro-N-(6-chloropyrimidin-4-yl)-2'-oxospiro[cyclopropane-1,3'-indoline]-2-carboxamide ClC=1C=C2[C@]3(C(NC2=CC1)=O)[C@@H](C3)C(=O)NC3=NC=NC(=C3)Cl |r|